(5-fluoro-2-methoxyphenyl)-1-(propan-2-yl)-1H-1,2,4-triazole FC=1C=CC(=C(C1)C1=NN(C=N1)C(C)C)OC